8-cyclopropyl-3,3-dimethyl-6-(pyrimidin-4-ylamino)-2H-imidazo[1,5-a]pyridine-1,5-dione C1(CC1)C1=C2N(C(C(=C1)NC1=NC=NC=C1)=O)C(NC2=O)(C)C